NC1=CC=C(C=C1)N1CCN(CC1)C(C)=O 1-[4-(4-aminophenyl)-piperazin-1-yl]-ethanone